Cl.CN(C=1C=CC=C2C(=NC=NC12)N[C@H](CN1CCNCC1)C)C N8,N8-dimethyl-N4-[(2S)-1-(piperazin-1-yl)propan-2-yl]quinazoline-4,8-diamine hydrochloride